(1-(4-cyclobutyl-2-ethyl-5-(5-methoxy-4H-1,2,4-triazol-3-yl)benzoyl)-4-fluoropiperidin-4-yl)benzonitrile C1(CCC1)C1=CC(=C(C(=O)N2CCC(CC2)(F)C2=C(C#N)C=CC=C2)C=C1C1=NN=C(N1)OC)CC